tert-butyl 2-(4-chloro-7-morpholino-2-oxo-pyrido[3,2-d]pyrimidin-1-yl)acetate ClC=1C2=C(N(C(N1)=O)CC(=O)OC(C)(C)C)C=C(C=N2)N2CCOCC2